quinoxaline-2-carbonitrile 1,4-dioxide [N+]=1(C(=C[N+](=C2C=CC=CC12)[O-])C#N)[O-]